FC1=CC=C(C=C1)C1=C(C=C2C=C(C=C(C2=C1)C(C)=O)C)C 1-(7-(4-fluorophenyl)-3,6-dimethylnaphthalen-1-yl)ethan-1-one